C1(=CC(=CC=C1)C1=C(C(C(=O)N)=CC=C1)C(=O)N)C1=C(C(C(=O)N)=CC=C1)C(=O)N (1,3-phenylene)diphthalamide